4-methyl-5-[3-methyl-7-[[6-[(2R)-2-methylmorpholin-4-yl]pyridazin-3-yl]amino]imidazo[4,5-b]pyridin-5-yl]oxy-pyridine-2-carbonitrile CC1=CC(=NC=C1OC1=CC(=C2C(=N1)N(C=N2)C)NC=2N=NC(=CC2)N2C[C@H](OCC2)C)C#N